3,3-difluoro-4-(iodomethyl)pyrrolidine-1-carboxylic acid tert-butyl ester C(C)(C)(C)OC(=O)N1CC(C(C1)CI)(F)F